ClC=1C=C2C(N(C=NC2=C(C1)C=1C(=NN(C1)CC)C(F)(F)F)[C@H](C1=NC=CC(=C1)OC)C1CC1)=O (S)-6-chloro-3-(cyclopropyl(4-methoxypyridin-2-yl)methyl)-8-(1-ethyl-3-(trifluoromethyl)-1H-pyrazol-4-yl)quinazolin-4(3H)-one